N-(5-(N-(2,6-dimethylphenyl)sulfamoyl)-6-methoxypyridin-3-yl)benzo[d]oxazole-7-carboxamide CC1=C(C(=CC=C1)C)NS(=O)(=O)C=1C=C(C=NC1OC)NC(=O)C1=CC=CC=2N=COC21